2-(2-chloro-4-trifluoromethylphenylamino)-4-(4-fluorophenyl)thiazole ClC1=C(C=CC(=C1)C(F)(F)F)NC=1SC=C(N1)C1=CC=C(C=C1)F